OC=1C=C(C=CC1O)/C=C/C(=O)C1=CC=C(C=C1)NC(CC(C)C)=O N-[4-[(E)-3-(3,4-Dihydroxyphenyl)prop-2-enoyl]phenyl]-3-methylbutanamide